C1(=CC=CC=C1)SC1=CC=C(C=C1)C1=CC=CC=C1 4-(phenylthio)biphenyl